tert-Butyl-((3R,5R)-1-(2-(1-(cyclopropylmethyl)-6-(1-oxoisoindolin-5-yl)-1H-pyrrolo[2,3-b]pyridin-2-yl)-4-methoxy-3-methylbenzo[b]thiophene-6-carbonyl)-5-fluoropiperidin-3-yl)carbamate C(C)(C)(C)OC(N[C@H]1CN(C[C@@H](C1)F)C(=O)C=1C=C(C2=C(SC(=C2C)C2=CC=3C(=NC(=CC3)C=3C=C4CNC(C4=CC3)=O)N2CC2CC2)C1)OC)=O